C1(CC1)C1=NN=C(O1)C(=O)N1[C@H](C2=C(CC1)NC=N2)C2=NN1C(C(=CC=C1)F)=C2 (R)-(5-cyclopropyl-1,3,4-oxadiazol-2-yl)(4-(4-fluoropyrazolo[1,5-a]pyridin-2-yl)-6,7-dihydro-1H-imidazo[4,5-c]pyridin-5(4H)-yl)methanone